N-methyl-1-(4-(trifluoromethyl)-phenyl)methanamine CNCC1=CC=C(C=C1)C(F)(F)F